FC=1C=C(C=CC1OC1=CC=NC2=CC(=CN=C12)OC)NC(=O)C=1C(N(N=C(C1C)C)C1=CC=C(C=C1)F)=O N-[3-fluoro-4-[(7-methoxy-1,5-naphthyridin-4-yl)oxy]phenyl]-2-(4-fluorophenyl)-5,6-dimethyl-3-oxopyridazine-4-carboxamide